C1(CCCCC1)N1N=CN=C1 1-cyclohexyl-1H-1,2,4-triazole